N-(5-bromo-3-fluoropyridin-2-yl)-2-methylpyrimidine-5-carboxamide BrC=1C=C(C(=NC1)NC(=O)C=1C=NC(=NC1)C)F